BrC=1C=CC2=C(N=C(S2)CNC(=O)[C@H]2N(C[C@@H](C2)O)C([C@H](C(C)(C)C)N2N=NC(=C2)C2CC2)=O)C1 (2S,4R)-N-[(5-bromo-1,3-benzothiazol-2-yl)methyl]-1-[(2S)-2-(4-cyclopropyltriazol-1-yl)-3,3-dimethyl-butanoyl]-4-hydroxy-pyrrolidine-2-carboxamide